2-((2R,4R,5R)-4-(7-(((1R,2S)-2-(3,4-difluorophenyl)cyclopropyl)amino)-5-(propylthio)-3H-[1,2,3]triazolo[4,5-d]pyrimidin-3-yl)-5-(hydroxymethyl)tetrahydrofuran-2-yl)ethan-1-ol FC=1C=C(C=CC1F)[C@H]1[C@@H](C1)NC=1C2=C(N=C(N1)SCCC)N(N=N2)[C@@H]2C[C@@H](O[C@H]2CO)CCO